4-Iodo-3-nitrobenzonitrile IC1=C(C=C(C#N)C=C1)[N+](=O)[O-]